C1(=CC=CC=C1)C(C)(C)N1[C@H]2CN(C[C@@H]1C=C2)C(=O)OC(C)(C)C tert-butyl (1R,5S)-8-(2-phenylpropan-2-yl)-3,8-diazabicyclo[3.2.1]oct-6-ene-3-carboxylate